2-methyl-5-(pyridin-2-ylthio)benzofuran-3-carboxylic acid CC=1OC2=C(C1C(=O)O)C=C(C=C2)SC2=NC=CC=C2